6-Methoxy-4-(4,4,5,5-tetramethyl-1,3,2-dioxaborolan-2-yl)pyridine-3-carbaldehyde COC1=CC(=C(C=N1)C=O)B1OC(C(O1)(C)C)(C)C